5-bromo-5-nitro-1,3-dioxolane BrC1(COCO1)[N+](=O)[O-]